tert-butyl (R)-methyl(2-(5-(1-((7-morpholino-4-(trifluoromethyl)phthalazin-1-yl)amino)ethyl)thiophen-2-yl)benzyl)carbamate CN(C(OC(C)(C)C)=O)CC1=C(C=CC=C1)C=1SC(=CC1)[C@@H](C)NC1=NN=C(C2=CC=C(C=C12)N1CCOCC1)C(F)(F)F